(1-Piperidinylsulfonyl)-4-(8,8,8-trifluorooctylamino)benzoic acid N1(CCCCC1)S(=O)(=O)C1=C(C(=O)O)C=CC(=C1)NCCCCCCCC(F)(F)F